tert-butyl 5-[(4-fluorophenyl)-methyl-carbamoyl]benzimidazole-1-carboxylate FC1=CC=C(C=C1)N(C(=O)C1=CC2=C(N(C=N2)C(=O)OC(C)(C)C)C=C1)C